C(#N)C1=C(C=NC2=C1OC[C@@H]1N2CCOC1)\N=C/N(C)C (R,Z)-N'-(4-cyano-6a,7,9,10-tetrahydro-6H-[1,4]oxazino[4,3-d]pyrido[3,2-b][1,4]oxazin-3-yl)-N,N-dimethylformimidamide